(3-(3-(8-chloroquinolin-5-yl)-1H-pyrazolo[3,4-b]pyrazin-6-yl)-7-(5-methylisoxazol-3-yl)-3-azabicyclo[4.1.0]heptan-7-yl)methanamine ClC=1C=CC(=C2C=CC=NC12)C1=NNC2=NC(=CN=C21)N2CC1C(C1CC2)(C2=NOC(=C2)C)CN